N-(1-(azetidin-1-ylmethyl)cyclopropyl)-2-(3,4-difluorophenyl)-2,2-difluoroacetamide N1(CCC1)CC1(CC1)NC(C(F)(F)C1=CC(=C(C=C1)F)F)=O